2-[2-[4-[(3S)-3-(5-cyano-3-pyridinyl)isoxazolidine-2-carbonyl]-1-piperidinyl]-5-fluoro-pyrimidin-4-yl]oxyacetic acid ethyl ester C(C)OC(COC1=NC(=NC=C1F)N1CCC(CC1)C(=O)N1OCC[C@H]1C=1C=NC=C(C1)C#N)=O